FC=1C=CC(=C(CN2C(N(CC(C2)C(=O)NC)C2=CC(=C(C=C2)OC)OCCCCC)=O)C1)OC 1-(5-fluoro-2-methoxybenzyl)-3-(4-methoxy-3-(pentyloxy)phenyl)-N-methyl-2-oxohexahydropyrimidine-5-carboxamide